1-[3-cyclopropyl-5-[(2-fluoro-2-methyl-propyl)sulfamoyl]-7,8,9,10-tetrahydrobenzo[h]isoquinolin-7-yl]-3-(2,5-dimethylpyrazol-3-yl)thiourea C1(CC1)C=1N=CC2=C3C(=CC(=C2C1)S(NCC(C)(C)F)(=O)=O)C(CCC3)NC(=S)NC=3N(N=C(C3)C)C